C(O)([O-])=O.[Sr+2].CC1(CCC=C(C1)C(CCC=C)=O)C.C(O)([O-])=O 1-(5,5-dimethyl-1-cyclohexen-1-yl)4-penten-1-one Strontium(II) Hydrogen Carbonate